O[Al+2].C(C)(C)(C)C1CC(C(CC1)C(=O)[O-])C(=O)[O-] 4-tert-butylcyclohexane-1,2-dicarboxylic acid hydroxyaluminum salt